(S)-2-(6-methyl-4-oxo-benzo[d][1,2,3]triazin-3(4H)-yl)-N-(1-p-tolylethyl)acetamide CC1=CC2=C(N=NN(C2=O)CC(=O)N[C@@H](C)C2=CC=C(C=C2)C)C=C1